S1ON=CC=C1 thiaoxazine